F[C@@H](C=O)[C@@H](O)[C@H](O)[C@H](O)CO 2-deoxy-2-fluoro-D-glucose